R-β-butyrolactone C1(C[C@@H](C)O1)=O